FC=1C=C(C=C(C1OC(F)(F)F)F)C1=CC=C(C=C1)C1=C(NC2=CC(=CC=C2C1=O)OC)C 3-(3',5'-Difluoro-4'-(trifluoromethoxy)-[1,1'-biphenyl]-4-yl)-7-methoxy-2-methylquinolin-4(1H)-one